ClC=1C=C(C=CC1F)NC(N(CC(C)C)[C@H](C)C1=CN(C(C2=CC(=C(C=C12)F)F)=O)C)=O (R)-3-(3-chloro-4-fluorophenyl)-1-(1-(6,7-difluoro-2-methyl-1-oxo-1,2-dihydroisoquinolin-4-yl)ethyl)-1-isobutylurea